(S)-((2R,5S)-5-(4-chlorobenzyl)pyrrolidin-2-yl)(5-fluoropyridin-3-yl)methanol dihydrochloride Cl.Cl.ClC1=CC=C(C[C@@H]2CC[C@@H](N2)[C@@H](O)C=2C=NC=C(C2)F)C=C1